CN(CCN1CCN(CC1)C1=NC2=CC=C(C=C2C(=N1)N)C=1C=NNC1)C 2-(4-(2-(dimethylamino)ethyl)piperazin-1-yl)-6-(1H-pyrazol-4-yl)quinazolin-4-amine